IC1=CC=C(C=C1)C#CC1=C(N)C=CC=C1 o-4-iodophenylethynyl-aniline